(e)-1-(5-bromo-4-methoxy-2-((trimethylsilyl)ethynyl)phenyl)-3,3-diethylazepin BrC=1C(=CC(=C(C1)N1CC(\C=C\C=C1)(CC)CC)C#C[Si](C)(C)C)OC